BrC1=C(C=CC=C1)C=1OC[C@H](N1)C(C)C (R)-2-(2-bromophenyl)-4-isopropyl-4,5-dihydrooxazole